CC1(COC1)C1=NOC(=C1)NC(OC1=CC=CC=C1)=O phenyl (3-(3-methyloxetan-3-yl)isoxazol-5-yl)carbamate